ClC1=CC(=CC(=N1)N1CCC(CC1)NC(=S)NC=1C=NC=CC1)C(F)(F)F 1-(1-(6-Chloro-4-(trifluoromethyl)pyridin-2-yl)piperidin-4-yl)-3-(pyridin-3-yl)thiourea